C([C@@H](O)C)(=O)[O-].[Na+].[Si](C1=CC=CC=C1)(C1=CC=CC=C1)(C(C)(C)C)O[C@H]1[C@H]([C@@H]([C@@H](C1)C(CO)C1OCCO1)C1OCCO1)C 2-((1R,2R,3S,4R)-4-((tert-butyldiphenylsilyl)oxy)-2-(1,3-dioxolan-2-yl)-3-methylcyclopentyl)-2-(1,3-dioxolan-2-yl)ethan-1-ol Natrium L-Lactat